1-(2,2-difluoroethyl)-1H-indazole FC(CN1N=CC2=CC=CC=C12)F